2-(5-sulfanyl-1H-1,2,3,4-tetrazol-1-yl)ethan-1-ol SC1=NN=NN1CCO